3-(4-(2,4-Dioxotetrahydropyrimidin-1(2H)-yl)-1H-pyrazol-1-yl)propanoic acid tert-Butyl-3-(4-(2,4-dioxotetrahydropyrimidin-1(2H)-yl)-1H-pyrazol-1-yl)propanoate C(C)(C)(C)OC(CCN1N=CC(=C1)N1C(NC(CC1)=O)=O)=O.O=C1N(CCC(N1)=O)C=1C=NN(C1)CCC(=O)O